7-hydroxy-3,4-dimethyl-2-(tetrahydro-2H-pyran-2-yl)-2,4-dihydro-5H-pyrazolo[4,3-b]pyridin-5-one OC=1C=2C(N(C(C1)=O)C)=C(N(N2)C2OCCCC2)C